6-[[1-(trifluorometh-yl)pyrazol-4-yl]-methyl]-2-azaspiro-[3.3]heptane FC(N1N=CC(=C1)CC1CC2(CNC2)C1)(F)F